ClC=1C=NC=C(C1NC(C1=CC(=C(C=C1)OC(F)F)OCCCCCCCC1CCN(CC1)C1=C2C(N(C(C2=CC=C1)=O)C1C(NC(CC1)=O)=O)=O)=O)Cl N-(3,5-dichloropyridin-4-yl)-4-(difluoromethoxy)-3-((7-(1-(2-(2,6-dioxopiperidin-3-yl)-1,3-dioxoisoindolin-4-yl)piperidin-4-yl)heptyl)oxy)benzamide